C[C@](N)(CC(=O)O)C(=O)O 2-methylaspartic acid